FC=1C(=C(C=C(C1)B1OC(C(O1)(C)C)(C)C)NS(=O)(=O)C=1C=NN(C1)C)OC N-(3-fluoro-2-methoxy-5-(4,4,5,5-tetramethyl-1,3,2-dioxaborolan-2-yl)phenyl)-1-methyl-1H-pyrazole-4-sulfonamide